BrC1=CC=2C(N=C1)=NN(C2)C2=NC=CC(=C2)NC(N(C)C)=O 3-(2-(5-bromo-2H-pyrazolo[3,4-b]pyridin-2-yl)pyridin-4-yl)-1,1-dimethylurea